(3R)-3-[[(R)-tert-butylsulfinyl]amino]spiro[3H-furo[2,3-b]pyridine-2,4'-piperidine]-1'-carboxylic acid tert-butyl ester C(C)(C)(C)OC(=O)N1CCC2(CC1)[C@@H](C=1C(=NC=CC1)O2)N[S@](=O)C(C)(C)C